isononadecanoic acid chloride C(CCCCCCCCCCCCCCCC(C)C)(=O)Cl